CC1=C(C(=O)NC=2C=CC3=CN(N=C3C2)C)C=CC=C1 methyl-N-(2-methylindazol-6-yl)benzamide